N=1NC(N2C1N=CC=C2)=O [1,2,4]triazolo[4,3-a]pyrimidin-3-one